O=C1N[C@]2(CCN[C@H]2COC2CCC(CC2)C2=C(OC(CC(=O)O)C)C=CC=C2)COC1 |o1:3,7| 3-{2-[(1S,4s)-4-{[rel-(1R,5S)-7-oxo-9-oxa-2,6-diazaspiro[4.5]dec-1-yl]methoxy}cyclohexyl]phenoxy}butyric acid